phenyl(naphthobenzofuranyl)anthracene-d13 C1(=CC=CC=C1)C1=C(C(C2(C(C3(C(C(C(C(C3=CC2=C1)([2H])[2H])([2H])[2H])([2H])[2H])([2H])[2H])[2H])([2H])[2H])[2H])[2H])C1=COC=2C1=CC=C1C2C=CC2=CC=CC=C21